1-(2-chlorophenyl)-4-benzoyl-2H-pyrido[2,1-a]isoquinoline ClC1=C(C=CC=C1)C=1CC=C(N2C1C1=CC=CC=C1C=C2)C(C2=CC=CC=C2)=O